1-cyclohexyl-3-(6-hydroxyhexyl)urea C1(CCCCC1)NC(=O)NCCCCCCO